C1(CCCC1)C1=C(C(=O)O)C=CC(=C1)C1=CC=NC=2N1N=C(C2)C=2C=NN(C2)C 2-cyclopentyl-4-(2-(1-methyl-1H-pyrazol-4-yl)pyrazolo[1,5-a]pyrimidin-7-yl)benzoic acid